CO[C@H]1CN(CC1)C1=CC=C2C(=N1)OC(C=C2C2=C(C=CC=C2)C)=O |r| Racemic-7-(3-methoxypyrrolidin-1-yl)-4-(o-tolyl)-2H-pyrano[2,3-b]pyridin-2-one